C(C)(C)(C)C1=NC=CC(=C1)C tert-butyl-4-methylpyridine